C1(CC1)CCC1=NN=C([Se]1)NC(C1=C(C=NC=C1)C1=C(C=CC=C1)OC)=O N-(5-(2-cyclopropylethyl)-1,3,4-selenadiazol-2-yl)-3-(2-methoxyphenyl)isonicotinamide